9,9'-(5,6-di(9H-carbazol-9-yl)-[4,4'-bipyridine]-2,3-diyl)bis(3,6-diphenyl-9H-carbazole) C1=CC=CC=2C3=CC=CC=C3N(C12)C=1C(=C(C(=NC1N1C2=CC=CC=C2C=2C=CC=CC12)N1C2=CC=C(C=C2C=2C=C(C=CC12)C1=CC=CC=C1)C1=CC=CC=C1)N1C2=CC=C(C=C2C=2C=C(C=CC12)C1=CC=CC=C1)C1=CC=CC=C1)C1=CC=NC=C1